ClC1=NC(=CC(=C1C)Cl)C 2,4-dichloro-3,6-dimethylpyridine